1-(2-hydroxymethylphenyl)-3-(3-trifluoromethoxyphenyl)urea OCC1=C(C=CC=C1)NC(=O)NC1=CC(=CC=C1)OC(F)(F)F